CC(C(=O)O[C@@H]1[C@](O[C@H]([C@@H]1OC(C(C)C)=O)N1C(N=C(C=C1)N)=O)(COC(C(C)C)=O)N=[N+]=[N-])C (2R,3S,4R,5R)-5-(4-amino-2-oxopyrimidin-1(2H)-yl)-2-azido-2-((isobutyryloxy)methyl)tetrahydrofuran-3,4-diyl bis(2-methylpropanoate)